C1#CC#CCCCCCCCC(CCC1)C(=O)O 12-cyclopentadec-diynoic acid